(1s,4s)-4-(((6,7-dimethoxyquinolin-4-yl)oxy)methyl)-1-iminohexahydro-1λ6-thiopyran 1-oxide COC=1C=C2C(=CC=NC2=CC1OC)OCC1CCS(CC1)(=N)=O